sodium zirconium phosphate P(=O)([O-])([O-])[O-].[Zr+4].[Na+]